OCC=1N2CCN(C=3C=CC=C(C1)C23)C(=O)OC(C)(C)C tert-butyl 2-(hydroxymethyl)-1,9-diazatricyclo[6.3.1.04,12]dodeca-2,4,6,8(12)-tetraene-9-carboxylate